NC1=C(N=CC2=C(C=CC=C12)C1=C(C=NN1)F)C(=O)NCCC 4-amino-8-(4-fluoro-1H-pyrazol-5-yl)-N-propylisoquinoline-3-carboxamide